1-benzyl-N-(1-phenylethyl)piperidine-4-imine C(C1=CC=CC=C1)N1CCC(CC1)=NC(C)C1=CC=CC=C1